(R)-4-(Pyridin-3-yl)-N-(tetrahydrofuran-3-yl)-3,4-dihydroquinoxaline-1(2H)-carboxamide N1=CC(=CC=C1)N1CCN(C2=CC=CC=C12)C(=O)N[C@H]1COCC1